N-(fluorosilyl)-2-methylindole F[SiH2]N1C(=CC2=CC=CC=C12)C